C(C=C)(=O)OCCCCC n-butylmethyl acrylate